CC=1C(=C(C=C(C1)C(F)(F)F)O)C=1N=NC(=C(C1)C)N[C@@H]1CNCCC1 (S)-3-methyl-2-(5-methyl-6-(piperidin-3-ylamino)pyridazin-3-yl)-5-(trifluoromethyl)phenol